3-[[[(2S)-2-amino-4-methyl-pentanoyl]amino]-(2-chloro-2-fluoro-acetyl)amino]propanamide N[C@H](C(=O)NN(CCC(=O)N)C(C(F)Cl)=O)CC(C)C